3-(1-OXO-5-(PIPERIDIN-4-YL)ISOINDOLIN-2-YL)PIPERIDIN O=C1N(CC2=CC(=CC=C12)C1CCNCC1)C1CNCCC1